N[C@@H]1CC=CC[C@H]1C(=O)O (1R,6R)-6-AMINOCYCLOHEX-3-ENE-1-CARBOXYLIC ACID